5-bromo-2-chloro-4-fluoro-benzoic acid BrC=1C(=CC(=C(C(=O)O)C1)Cl)F